Pentyl-2-(methylthio)pyrimidin-4-amine C(CCCC)C=1C(=NC(=NC1)SC)N